CN1N=CC=2C1=NC(=CC2N2CC1=C(CC2)N(N=C1C)CC12CCC(CC1)(CC2)NCC)C 4-((5-(1,6-dimethyl-1H-pyrazolo[3,4-b]pyridin-4-yl)-3-methyl-4,5,6,7-tetrahydro-1H-pyrazolo[4,3-c]pyridin-1-yl)methyl)-N-ethylbicyclo[2.2.2]octan-1-amine